ClC1=NC2=C(C=CC=C2C(=N1)Cl)F 2,4-dichloro-8-fluoroquinazoline